O=C1NC(CCC1C=1C=CC(=NC1)N1CCN(CC1)CC1CCN(CC1)C1=C(C=C(C=C1)NC=1N=C(N=NC1C(=O)N)N1CCCCC1)F)=O 5-((4-(4-((4-(5-(2,6-dioxopiperidin-3-yl)pyridin-2-yl)piperazin-1-yl)methyl)piperidine-1-yl)-3-fluorophenyl)amino)-3-(piperidin-1-yl)-1,2,4-triazine-6-carboxamide